N-[(2-Amino-3-pyridyl)sulfonyl]-6-(3,5-difluoro-2-methoxyphenyl)-2-[(4S)-2,2,4-trimethylpyrrolidin-1-yl]pyridin-3-carboxamid NC1=NC=CC=C1S(=O)(=O)NC(=O)C=1C(=NC(=CC1)C1=C(C(=CC(=C1)F)F)OC)N1C(C[C@@H](C1)C)(C)C